1-ethyl-3-((S)-1,1,1,5,5,5-hexafluoropentan-2-yl)-1-((S)-2,2,2-trifluoro-1-(5-methoxy-4-(4-methoxythiazolo[4,5-c]pyridin-6-yl)pyridin-2-yl)ethyl)urea C(C)N(C(=O)N[C@H](C(F)(F)F)CCC(F)(F)F)[C@H](C(F)(F)F)C1=NC=C(C(=C1)C1=CC2=C(C(=N1)OC)N=CS2)OC